N-(5-bromo-1H-indol-3-yl)-1H-benzo[d]imidazol-2-amine BrC=1C=C2C(=CNC2=CC1)NC1=NC2=C(N1)C=CC=C2